ClC1=NC=CC(=N1)C[C@@H](C)O (R)-1-(2-Chloropyrimidin-4-yl)-2-propanol